1-phenylcyclohexane-1-carboxylic acid C1(=CC=CC=C1)C1(CCCCC1)C(=O)O